C(COCCOC)OC(C(=C)C)=O.CO[C@@H]1CO[C@H]2[C@@H]1OC[C@H]2OC2=CC=C(N)C=C2 4-(((3R,3aR,6R,6aR)-6-methoxyhexahydrofuro[3,2-b]furan-3-yl)oxy)aniline 3,6-dioxaheptyl-methacrylate